C(#N)C1=CC(=C(COC2=CC=CC(=N2)C2CCN(CC2)CC2=NC3=C(N2CC2=NOC=C2)C=C(C=C3)C(=O)O)C=C1)F 2-[(4-{6-[(4-cyano-2-fluorobenzyl)oxy]pyridin-2-yl}piperidin-1-yl)methyl]-1-(1,2-oxazol-3-ylmethyl)-1H-benzimidazole-6-carboxylic acid